titanium cyanogen N#CC#N.[Ti]